COC=1C=NC=C(C1C)C#C[Si](C)(C)C 3-methoxy-4-methyl-5-((trimethylsilyl)ethynyl)pyridine